2-methyl-2-[3-(triazol-2-ylmethyl)cyclobutyl]propionic acid CC(C(=O)O)(C)C1CC(C1)CN1N=CC=N1